BrC=1C(=C(C(=NC1)N)C1=CC=C(C=C1)OC)CC 5-bromo-4-ethyl-3-(4-methoxyphenyl)pyridin-2-amine